2-(5-((1H-tetrazol-5-yl)methyl)-3-(3,4-difluorophenyl)-1H-pyrazol-1-yl)thiazole-4-carboxylic acid N1N=NN=C1CC1=CC(=NN1C=1SC=C(N1)C(=O)O)C1=CC(=C(C=C1)F)F